NC1=NC(=C(C=C1N1N=C(C=C1)C(=O)OCC)C=1C=C2C(=NC=NC2=CC1)C)C1=CC=C(C=C1)F ethyl 1-(2-amino-6-(4-fluorophenyl)-5-(4-methylquinazolin-6-yl) pyridin-3-yl)-1H-pyrazole-3-carboxylate